[Cl-].C(C)[N+](CC)(CC)C12CC3CC(CC(C1)C3)C2 (R)-(+)-N,N,N-triethyl-adamantyl-ammonium chloride